Ethylhexyl myristate Ethylhexyl-stearate Ethylhexyl-palmitate Ethylhexyl-behenate Ethylhexyl-stearate C(C)C(C(=O)O)(CCCCCCCCCCCCCCCC)CCCCCC.C(C)C(C(=O)O)(CCCCCCCCCCCCCCCCCCCC)CCCCCC.C(C)C(C(=O)O)(CCCCCCCCCCCCCC)CCCCCC.C(C)C(C(=O)O)(CCCCCCCCCCCCCCCC)CCCCCC.C(CCCCCCCCCCCCC)(=O)OC(CCCCC)CC